N-(4-chloro-2-fluorobenzyl)-1-(((3S)-1-((3-cyano-1-azetidinyl)sulfonyl)-3-piperidinyl)carbonyl)-D-prolinamide ClC1=CC(=C(CNC([C@@H]2N(CCC2)C(=O)[C@@H]2CN(CCC2)S(=O)(=O)N2CC(C2)C#N)=O)C=C1)F